(S)-1-(2-(2-methoxypyridin-3-yl)-6-(6-morpholinopyridin-3-yl)pyrimidin-4-yl)pyrrolidin-3-ol COC1=NC=CC=C1C1=NC(=CC(=N1)N1C[C@H](CC1)O)C=1C=NC(=CC1)N1CCOCC1